COC(=O)C1=CC=2CCC(=C(C2C=C1)OS(=O)(=O)C(F)(F)F)C1=C(C=C(C=C1)Cl)Cl 6-(2,4-dichlorophenyl)-5-(trifluoromethylsulfonyloxy)-7,8-dihydronaphthalene-2-carboxylic acid methyl ester